9-((2R,4S,5R)-5-ethyl-4-hydroxy-5-(hydroxymethyl)tetrahydrofuran-2-yl)-9H-purin-6-ol C(C)[C@]1([C@H](C[C@@H](O1)N1C2=NC=NC(=C2N=C1)O)O)CO